COC(=O)C1(CC(CC1)C(=O)O)C 1-methyl-cyclopentane-1,3-dicarboxylic acid methyl ester